CN(C=1C=C2C(=CC=NC2=CC1)NC=1C=NC=C(C(=O)NC2=CC(=CC=C2)OC2=CC(=NC=C2)C)C1)C 5-((6-(dimethylamino)quinolin-4-yl)amino)-N-(3-((2-methylpyridin-4-yl)oxy)phenyl)nicotinamide